C(C)(C1=NC(=CC=C1)C(C)=NO)=NO 2,6-diacetyl-pyridine dioxime